2-(1,3-dihydroisobenzofuran-5-yl)ethane-1-ol C1OCC2=CC(=CC=C12)CCO